BrC=1C=C(C=C2C(N(C=NC12)CC1=CC(=CC(=C1)OC)OC)=O)Cl 8-bromo-6-chloro-3-(3,5-dimethoxybenzyl)quinazolin-4(3H)-one